C1(CC1)C(C1=C(N=C(S1)C1=CC=C(C=C1)OCC)C(=O)OC(C)(C)C)O tert-butyl 5-(cyclopropyl(hydroxy)methyl)-2-(4-ethoxyphenyl)thiazole-4-carboxylate